C(#N)[C@H](C[C@@H]1C(NCCC1)=O)NC(=O)[C@H]1N(C[C@@H]2[C@H]1CC(C2)(F)F)C(=O)C=2NC1=C(C(=CC(=C1C2)F)F)Cl (1S,3aS,6aR)-N-((S)-1-cyano-2-((R)-2-oxopiperidin-3-yl)ethyl)-2-(4,6-difluoro-7-chloro-1H-indole-2-carbonyl)-5,5-difluorooctahydrocyclopenta[c]pyrrole-1-carboxamide